OC1=CC=C(C=C1)SC1OOC=C1SC1=CC=C(C=C1)O 1,5-bis(4-hydroxyphenyl-thio)-2,3-dioxole